tert-butyl 8-(4-(5-(2-((tert-butoxycarbonyl)amino)pyridin-4-yl)-2-methyl-3H-imidazo[4,5-b]pyridin-3-yl)-2-fluorophenyl)-3,8-diazabicyclo[3.2.1]octane-3-carboxylate C(C)(C)(C)OC(=O)NC1=NC=CC(=C1)C1=CC=C2C(=N1)N(C(=N2)C)C2=CC(=C(C=C2)N2C1CN(CC2CC1)C(=O)OC(C)(C)C)F